[3-(benzofuran-3-yl)-1-(methylsulfanyl-methyl)pyrazolo[4,3-c]Pyridin-6-yl]-(3,3-difluoro-1-piperidinyl)methanone O1C=C(C2=C1C=CC=C2)C2=NN(C1=C2C=NC(=C1)C(=O)N1CC(CCC1)(F)F)CSC